2,4-dinitrophenyl-mercaptobenzothiazole [N+](=O)([O-])C1=C(C=CC(=C1)[N+](=O)[O-])C1=CC=CC2=C1N=C(S2)S